F[C@@H]1CN(CC[C@@H]1OC)C=1N=NC=C(N1)NC=1N=CC2=C(C=CC(=C2C1)C(C)C)N1CC(C1)CS(=O)(=O)C N-{3-[(3R,4S)-3-fluoro-4-methoxypiperidin-1-yl]-1,2,4-triazin-5-yl}-8-[3-(methanesulfonyl-methyl)azetidin-1-yl]-5-(propan-2-yl)isoquinolin-3-amine